5-(6-(2-fluoroethoxy)pyridin-3-yl)-3-methyl-2-(6-(pyrrolidin-1-yl)pyridin-3-yl)-5,6-dihydropyrrolo[3,4-d]imidazol-4(3H)-one FCCOC1=CC=C(C=N1)N1CC=2N=C(N(C2C1=O)C)C=1C=NC(=CC1)N1CCCC1